ClC=1C(=CC(=C(C1)S(=O)(=O)NC=1N=CSC1)F)O[C@@H](C)C1=C(C=CC=C1)F (S)-5-chloro-2-fluoro-4-(1-(2-fluorophenyl)ethoxy)-N-(thiazol-4-yl)benzenesulfonamide